BrC=1C=C(C=CC1F)C1(OCCO1)C 2-(3-Bromo-4-fluorophenyl)-2-methyl-1,3-dioxolane